9-(3-Chlorophenyl)-3,3,10,10-tetramethyl-2,3,4a,10-tetrahydro-1H-indeno[1,2-c]pyrazolo[1,2-a]pyrazol-1-one ClC=1C=C(C=CC1)C=1C=2C=CC=CC2C2N3N(C(C21)(C)C)C(CC3(C)C)=O